FC(OC1=CC=C(C=C1)N1CCC(CC1)C#N)(F)F 4-trifluoromethoxyphenyl-piperidine-4-carbonitrile